CC(=CCCC1(CC=CCC1)C=O)C (4-Methyl-3-pentenyl)-3-cyclohexen-carboxaldehyd